C1(CC1)N(C(OC(C)(C)C)=O)C1CCN(CC1)C1=C2C=NC(=NC2=C(C=C1)C(NC=1C=C(C=2N(C1)C=C(N2)C)F)=O)OC tert-butyl N-cyclopropyl-N-{1-[8-({8-fluoro-2-methylimidazo[1,2-a]pyridin-6-yl}carbamoyl)-2-methoxyquinazolin-5-yl]piperidin-4-yl}carbamate